C(C)(C)(C)OC(=O)N1CCN(CC1)CCN1N=CC=C1 1-(2-(4-(tert-butoxycarbonyl)piperazin-1-yl)ethyl)-1H-pyrazol